2-{1-[4-chloro-1-(4-nitro-phenoxymethyl)-but-2-enyloxyimino]-2-methylpropyl}-3-hydroxy-5-(2-methyl-cyclopropylsulfaniomethyl)-cyclohex-2-enone ClCC=CC(ON=C(C(C)C)C=1C(CC(CC1O)C[SH+]C1C(C1)C)=O)COC1=CC=C(C=C1)[N+](=O)[O-]